4,5-bis(2-methoxyethoxy)-2-aminobenzonitrile COCCOC1=CC(=C(C#N)C=C1OCCOC)N